(S)-5-((5-([1,2,4]triazolo[4,3-a]pyridin-6-yl)-4-methoxy-7H-pyrrolo[2,3-d]pyrimidin-2-yl)amino)-1-methylpiperidin-2-one N=1N=CN2C1C=CC(=C2)C2=CNC=1N=C(N=C(C12)OC)N[C@H]1CCC(N(C1)C)=O